FC(C=1C=C(C=CC1)C=1SCC(N1)C(=O)O)(F)F 2-(3-trifluoromethylphenyl)-4,5-dihydrothiazole-4-carboxylic acid